FC=1C(=CC=2C3=C(N(C2C1)CC1=CC=C(C=C1)P(OCC)(OCC)=O)C=CC=N3)OC diethyl (4-((7-fluoro-8-methoxy-5H-pyrido[3,2-b]indol-5-yl)methyl)phenyl)phosphonate